7-methyl-4,6,6a,7,8,9-hexahydroindolo[4,3-fg]quinoline CN1CCC=C2C3=C4C(CC12)=CNC4=CC=C3